C(CCC)OCC=CC1(CCC(CC1)(C)C)O 1-(3-butoxyprop-1-en-1-yl)-4,4-dimethylcyclohexan-1-ol